(E)-3-(3-(p-tolyl)acryloyl)oxazolidin-2-one C1(=CC=C(C=C1)/C=C/C(=O)N1C(OCC1)=O)C